N-{4-[6-(1-hydroxybutyl)-4-methylpyridin-3-yl]imidazo[1,2-a]1,6-naphthyridin-8-yl}acetamide OC(CCC)C1=CC(=C(C=N1)C=1C=2N(C3=CC(=NC=C3C1)NC(C)=O)C=CN2)C